3-cyano-N-(5-(hydroxy(6-(trifluoromethyl)-3H-imidazo[4,5-b]pyridin-2-yl)methyl)pyridin-2-yl)benzamide C(#N)C=1C=C(C(=O)NC2=NC=C(C=C2)C(C2=NC=3C(=NC=C(C3)C(F)(F)F)N2)O)C=CC1